[1,3]dioxolo[4',5':5,6]benzo[1,2-g]quinoline O1COC=2C=CC=3C(=CC=4C=CC=NC4C3)C21